ClC=1SC(=CN1)[C@H]1CSC2N1C=C(C(N2C)=O)C2=CC=CC=C2 (3R)-3-(2-chlorothiazol-5-yl)-8-methyl-7-oxo-6-phenyl-2,3-dihydrothiazolo[3,2-a]Pyrimidine